methylamino-6-(4-(trifluoromethyl)phenyl)cyclohexan-1-one hydrochloride Cl.CNC1C(C(CCC1)C1=CC=C(C=C1)C(F)(F)F)=O